1,4-phenylenebis(methylene) selenocyanate C1(=CC=C(C=C1)C[Se]C#N)C[Se]C#N